C(#N)C=1C=C(C=CC1)S(=O)(=O)N1CCC2(CC(CO2)NC[C@@H](COC=2C=C(C=CC2)S(=O)(=O)NC)O)CC1 3-((2S)-3-(8-(3-cyanophenylsulfonyl)-1-oxa-8-azaspiro[4.5]dec-3-ylamino)-2-hydroxypropoxy)-N-methylbenzenesulfonamide